FC1=CC(=C(C=C1)C=1CCCC2=C(C1C1=CC=C(C=C1)C=C1CN(C1)CCC(F)(F)F)C=CC(=C2)C(=O)O)C(F)(F)F 8-(4-fluoro-2-(trifluoromethyl)phenyl)-9-(4-((1-(3,3,3-trifluoropropyl)azetidin-3-ylidene)methyl)phenyl)-6,7-dihydro-5H-benzo[7]annulene-3-carboxylic acid